CN(C1=C(C(=C(C(=C1F)F)F)F)F)C N,N-dimethylpentafluoroaniline